FC1=C(C=C(C=C1C)B1OC(C(O1)(C)C)(C)C)C 2-(4-fluoro-3,5-dimethylphenyl)-4,4,5,5-tetramethyl-1,3,2-dioxaborolane